3-(ethylsulfonyl)bromobenzene CCS(=O)(=O)C1=CC(=CC=C1)Br